2-hydroxyethyl-1H-tetrazole OCCN1N=NN=C1